N-(5,8-dimethyl-1-isoquinolyl)-5-(5-methyl-1,3,4-thiadiazol-2-yl)-N-[(3R)-3-piperidyl]pyridine-2-carboxamide CC1=C2C=CN=C(C2=C(C=C1)C)N(C(=O)C1=NC=C(C=C1)C=1SC(=NN1)C)[C@H]1CNCCC1